6-cyclopropyl-N-(4-(4-(methylsulfonyl)thiophen-2-yl)-5-(trifluoromethyl)pyrimidin-2-yl)isoindolin-5-amine C1(CC1)C1=C(C=C2CNCC2=C1)NC1=NC=C(C(=N1)C=1SC=C(C1)S(=O)(=O)C)C(F)(F)F